(+)-N-(5-(1-amino-3-cyclopropyl-1-(pyridin-2-yl)propyl)-2-fluorophenyl)-1-(3-(aminomethyl)phenyl)-3-(trifluoromethyl)-1H-pyrazole-5-carboxamide C1CC1CCC(C2=CC(=C(C=C2)F)NC(=O)C3=CC(=NN3C4=CC=CC(=C4)CN)C(F)(F)F)(C5=CC=CC=N5)N